N-(2-fluoro-3-methoxyphenyl)-5-(5-fluoroisoindolin-2-yl)-3-isopropyl-7-(1H-pyrazol-4-yl)pyrazolo[1,5-a]pyrimidine-2-carboxamide FC1=C(C=CC=C1OC)NC(=O)C1=NN2C(N=C(C=C2C=2C=NNC2)N2CC3=CC=C(C=C3C2)F)=C1C(C)C